2-((4-{3-[(4-Chloro-2-fluorobenzyl)oxy]pyrazin-2-yl}piperidin-1-yl)methyl)-1-((2S)-oxetan-2-ylmethyl)-1H-benzimidazol ClC1=CC(=C(COC=2C(=NC=CN2)C2CCN(CC2)CC2=NC3=C(N2C[C@H]2OCC2)C=CC=C3)C=C1)F